phenyl (1-fluoroethyl) sulfide FC(C)SC1=CC=CC=C1